O=C([C@H](O)[C@@H](O)[C@H](O)[C@H](O)C(=O)[O-])O.[K+].ClC=1C=CC(=C(C1Cl)[N+](=O)[O-])N1N=NN=C1 5,6-dichloro-2-(1H-tetrazol-1-yl)nitrobenzene monopotassium glucarate